FC1=CC=C(C=C1)CC(=O)NC1=NC=CC(=C1)C1=C(C=2C(N(C=CC2N1)C)=O)C1=NC=CC=C1 2-(4-fluorophenyl)-N-{4-[5-methyl-4-oxo-3-(pyridin-2-yl)-4,5-dihydro-1H-pyrrolo[3,2-c]pyridin-2-yl]pyridin-2-yl}acetamide